5-[1-[5-(2-bromo-1,1,2,2-tetrafluoro-ethoxy)-2-methyl-4-(trifluoromethyl)pyrazol-3-yl]pyrazol-4-yl]-2-chloro-N-(1-cyanocyclopropyl)benzamide BrC(C(OC=1C(=C(N(N1)C)N1N=CC(=C1)C=1C=CC(=C(C(=O)NC2(CC2)C#N)C1)Cl)C(F)(F)F)(F)F)(F)F